C(C)(C)(C)C1=NC=CC(=C1)N1N(C(C=2C1=NC(=NC2)NC=2C=C1CCN(CC1=CC2)CCCNC(OC(C)(C)C)=O)=O)C(C)C tert-butyl (3-(6-((1-(2-(tert-butyl)pyridin-4-yl)-2-isopropyl-3-oxo-2,3-dihydro-1H-pyrazolo[3,4-d]pyrimidin-6-yl)amino)-3,4-dihydroisoquinolin-2(1H)-yl)propyl)carbamate